(2S,3S,4S,5R,6S)-3,4,5-trihydroxy-6-(((4aR,10aR)-1-propyl-7-sulfo-1,2,3,4,4a,5,10,10a-octahydrobenzo[g]quinolin-6-yl)oxy)tetrahydro-2H-pyran-2-carboxylic acid O[C@@H]1[C@H](O[C@H]([C@@H]([C@H]1O)O)OC1=C(C=CC2=C1C[C@H]1CCCN([C@@H]1C2)CCC)S(=O)(=O)O)C(=O)O